C(C)N1C(=NC=C1)CN1N=C2N(CCCC2)C1=O (5RS)-2-[(1-Ethyl-1H-imidazol-2-yl)methyl]-3-oxo-2,3,5,6,7,8-hexahydro[1,2,4]triazolo[4,3-a]pyridin